methyl 3-[2-[3-amino-6-(2-hydroxyphenyl)pyridazin-4-yl]ethynyl]bicyclo[1.1.1]pentane-1-carboxylate NC=1N=NC(=CC1C#CC12CC(C1)(C2)C(=O)OC)C2=C(C=CC=C2)O